methyl 2-(((S)-6-(3-(difluoromethoxy)-5-fluorophenyl)-4-((3-(trifluoromethyl) phenyl) sulfonyl)-3,4-dihydro-2H-benzo[b][1,4]oxazin-2-yl) methyl)-2-azaadamantane-5-carboxylate FC(OC=1C=C(C=C(C1)F)C1=CC2=C(O[C@H](CN2S(=O)(=O)C2=CC(=CC=C2)C(F)(F)F)CN2C3CC4CC(CC2C4)(C3)C(=O)OC)C=C1)F